ClC1=NC=C(C=N1)OCC1=CC=C(C=C1)F 2-chloro-5-((4-fluorobenzyl)oxy)pyrimidine